C12(CCC(CC1)C2)OC2C1C=CC(C2)(C1)C(=O)OC 5-norbornyloxy-methyloxycarbonyl-bicyclo[2.2.1]Hept-2-ene